CC1(OCCCO1)C dimethyl-1,3-dioxane